N-(3-ethyl-2-oxo-pyrrolidine-3-carbonyl)-2-[4-(pentafluoro-λ6-sulfanyl)anilino]pyridine-3-carbohydrazide C(C)C1(C(NCC1)=O)C(=O)N(N)C(=O)C=1C(=NC=CC1)NC1=CC=C(C=C1)S(F)(F)(F)(F)F